1-(3,3-difluoroazetidin-1-yl)-2-(4-(2-ethyl-3-((4-(4-fluorophenyl)thiazol-2-yl)(methyl)amino)imidazo[1,2-a]pyridin-6-yl)piperazin-1-yl)ethanone FC1(CN(C1)C(CN1CCN(CC1)C=1C=CC=2N(C1)C(=C(N2)CC)N(C)C=2SC=C(N2)C2=CC=C(C=C2)F)=O)F